The molecule is a member of the class of phenols that is 4-aminophenol in which one of the hydrogens attached to the amino group has been replaced by an acetyl group. It has a role as a cyclooxygenase 2 inhibitor, a cyclooxygenase 1 inhibitor, a non-narcotic analgesic, an antipyretic, a non-steroidal anti-inflammatory drug, a cyclooxygenase 3 inhibitor, a xenobiotic, an environmental contaminant, a human blood serum metabolite and a hepatotoxic agent. It is a member of phenols and a member of acetamides. It derives from a 4-aminophenol. CC(=O)NC1=CC=C(C=C1)O